N-(4-{4-amino-7-[1-(2-methoxyethyl)piperidin-4-yl]pyrrolo[2,1-f][1,2,4]triazin-5-yl}-3-fluorophenyl)-1-(4-fluorophenyl)-2-oxo-1,2-dihydropyridine-3-carboxamide NC1=NC=NN2C1=C(C=C2C2CCN(CC2)CCOC)C2=C(C=C(C=C2)NC(=O)C=2C(N(C=CC2)C2=CC=C(C=C2)F)=O)F